[Br-].C(C=C)[N+]1=CC=C(C=C1)\C=C\C1=CC=C2C=CC3=CC=CC4=CC=C1C2=C34 (E)-1-allyl-4-(2-(pyren-1-yl)vinyl)pyridinium bromide